(7-Azaspiro[3.5]non-2-yl)methanol C1C(CC12CCNCC2)CO